NC1=NC=C(C2=C1C=NN2)NC(=O)C(=O)N(CC2=C(C=C(C=C2)C(C(F)(F)F)(F)F)C)C N-(4-amino-1H-pyrazolo[4,3-c]pyridin-7-yl)-N'-methyl-N'-[[2-methyl-4-(1,1,2,2,2-pentafluoroethyl)phenyl]methyl]oxamide